2,5-Dimethyl-2-hexene CC(C)=CCC(C)C